methyl 5,6,7,8-tetrahydro-1,8-naphthyridine-3-carboxylate N1=CC(=CC=2CCCNC12)C(=O)OC